CS(=O)C=1C=C2C(=C(C=NC2=CC1)S(=O)(=O)C1=CC=C(C=C1)OCCCCCCCCCCCCCC)N1CCC(CC1)N1CCC(CC1)N1CCN(CC1)CCO 2-(4-(1'-(6-(methylsulfinyl)-3-((4-(tetradecyloxy)phenyl)sulfonyl)quinolin-4-yl)-[1,4'-bipiperidin]-4-yl)piperazin-1-yl)ethan-1-ol